8-(1-Bromoethyl)-2-(ethylthio)-3,6-dimethyl-4H-chromen-4-one BrC(C)C=1C=C(C=C2C(C(=C(OC12)SCC)C)=O)C